ClC1=C(C=C(C(=C1)F)N1C(N(C(=CC1=O)C(F)(F)F)C)=O)C1=NOC2(C1CCC2)C(=O)OCC Ethyl 3-{2-chloro-4-fluoro-5-[3-methyl-2,6-dioxo-4-(trifluoromethyl)-3,6-dihydropyrimidin-1(2H)-yl]phenyl}-3a,4,5,6-tetrahydro-6aH-cyclopenta[d][1,2]oxazole-6a-carboxylate